C(C1=CC=CC=C1)OCCCCC(\C(\C(=O)OCC)=C/N(C)C)=O ethyl (2E)-7-benzyloxy-2-(dimethylaminomethylene)-3-oxo-heptanoate